C(#N)C1=NN2C(N=CC3=C2[C@](CN3)(C(F)(F)F)C)=C1 (S)-2-cyano-8-methyl-8-(trifluoromethyl)-7,8-dihydro-6H-pyrazolo[1,5-a]pyrrolo[2,3-e]pyrimidine